N12CCN(C(CC1)CC2)C(=O)N2N=C(C1=C2CCOC1)C1=CC(=C(C(=C1)F)F)F (1,4-diazabicyclo[3.2.2]nonan-4-yl)(3-(3,4,5-trifluorophenyl)-6,7-dihydropyrano[4,3-c]pyrazol-1(4H)-yl)methanone